COC(CC=1C(=NC(=C(C1)F)\N=C/N(C)C)C(=O)OC)OC (Z)-methyl 3-(2,2-dimethoxyethyl)-6-(((dimethylamino)methylene)amino)-5-fluoropicolinate